C(=O)(OC(C)(C)C)C1C(C1)(C(=O)O)N(C(=O)OC(C)(C)C)C(=O)OC(C)(C)C 2-(Boc)-1-(di(Boc)amino)cyclopropane-1-carboxylic acid